5-cyano-3-((1,1-dioxidotetrahydrothiophen-2-yl)methyl)-2-methylpyridine 1-oxide C(#N)C=1C=C(C(=[N+](C1)[O-])C)CC1S(CCC1)(=O)=O